(6-(2-(methylsulfonyl)pyrimidin-5-yl)hex-5-ynoyl)-L-serylglycine CS(=O)(=O)C1=NC=C(C=N1)C#CCCCC(=O)N[C@@H](CO)C(=O)NCC(=O)O